C(C)(C)(C)OC(=O)N(C1=C(SC=C1C)C(=O)OC(C)C)C(=O)OC(C)(C)C isopropyl 3-(bis(tert-butoxycarbonyl)amino)-4-methylthiophene-2-carboxylate